Vanadium carbon (5-(5-(2-(3,3-dimethylcyclobutane-1-carboxamido)imidazo[1,2-a]pyridin-5-yl)-2-ethoxyphenyl)furan-2-yl)phosphonic acid CC1(CC(C1)C(=O)NC=1N=C2N(C(=CC=C2)C=2C=CC(=C(C2)C2=CC=C(O2)P(O)(O)=O)OCC)C1)C.[C].[V]